(5-nitrobenzofuran-2-yl)methanone [N+](=O)([O-])C=1C=CC2=C(C=C(O2)C=O)C1